C(C)(C)(C)[Si](OCCC=1SC=C(N1)C(F)(F)F)(C)C tert-butyl-dimethyl-[2-[4-(trifluoromethyl)thiazol-2-yl]ethoxy]silane